N-(benzoylthio)-1-ethyl-9-(2-methoxybenzyl)-pyrido[3,4-b]indole-3-carboxamide C(C1=CC=CC=C1)(=O)SNC(=O)C1=CC2=C(N(C3=CC=CC=C23)CC2=C(C=CC=C2)OC)C(=N1)CC